1-ethyl-1-((R)-1-(3-(7-methoxyindolin-5-yl)phenyl)ethyl)-3-((R)-6,6,6-trifluorohexan-3-yl)urea C(C)N(C(=O)N[C@H](CC)CCC(F)(F)F)[C@H](C)C1=CC(=CC=C1)C=1C=C2CCNC2=C(C1)OC